2-(3,5-Dimethoxyphenyl)-6-hydroxy-7-methoxy-benzofuran COC=1C=C(C=C(C1)OC)C=1OC2=C(C1)C=CC(=C2OC)O